BrC=1C=C(OCCNC(OC(C)(C)C)=O)C=CC1 tert-butyl (2-(3-bromophenoxy)ethyl)carbamate